1,4-bis[(2,6-diethyl-4-methylphenyl)amino]-9,10-anthracenedione C(C)C1=C(C(=CC(=C1)C)CC)NC1=CC=C(C=2C(C3=CC=CC=C3C(C12)=O)=O)NC1=C(C=C(C=C1CC)C)CC